4-[2-Chloro-4-[[1-methyl-5-[1-(1-methylpyrrolo[3,2-b]pyridin-5-yl)-3-(trifluoromethyl)pyrazol-4-yl]imidazole-2-carbonyl]amino]benzoyl]piperazine-1-carboxylic Acid Tert-Butyl Ester C(C)(C)(C)OC(=O)N1CCN(CC1)C(C1=C(C=C(C=C1)NC(=O)C=1N(C(=CN1)C=1C(=NN(C1)C1=CC=C2C(=N1)C=CN2C)C(F)(F)F)C)Cl)=O